NC(C1=CC=CC=C1)C(=O)OCCO 2-Hydroxyethyl phenylglycinate